7-Anthraquinonedisulfonic acid C1=C(C=CC=2C(C3=CC=C(C=C3C(C12)=O)S(=O)(=O)O)=O)S(=O)(=O)O